N1=C(C=CC=C1)C1=NC2=C(C=NC(=C2)C(=O)N)N1 pyridin-2-yl-3H-imidazo[4,5-c]pyridine-6-carboxamide